ethylzinc chloride [Cl-].C(C)[Zn+]